C(CC[C@@H](C)O)O (R)-pentane-1,4-diol